C(C1=CC=CC=C1)OC1=CC=C(C=C1)CCO 2-(4-benzyloxyphenyl)ethanol